(R)-2-(4-chlorophenyl)-2-hydroxyacetic acid ClC1=CC=C(C=C1)[C@H](C(=O)O)O